FC=1C=CC2=C(CC3(CCN(CC3)C3=C(C(N(C4=CC=C(N=C34)C)C)=O)C#N)O2)C1 4-(5-fluoro-spiro[3H-benzofuran-2,4'-piperidin]-1'-yl)-1,6-dimethyl-2-oxo-1,5-naphthyridine-3-carbonitrile